4-(cyanomethyl)-3,3-difluoro-pyrrolidine-1-carboxylate C(#N)CC1C(CN(C1)C(=O)[O-])(F)F